2-(5-bromopyridin-3-yl)-7-phenyl-2,5,6,7-tetrahydro-3H-pyrrolo[2,1-c][1,2,4]triazole-3-one BrC=1C=C(C=NC1)N1N=C2N(C1=O)CCC2C2=CC=CC=C2